(2-((5-(2-(spiro[2.5]octan-6-yloxy)pyrimidin-4-yl)thiazol-2-yl)amino)pyrimidin-5-yl)methanol C1CC12CCC(CC2)OC2=NC=CC(=N2)C2=CN=C(S2)NC2=NC=C(C=N2)CO